(R)-N-(1-(4-methoxyphenyl)ethyl)-4-((7-methoxyquinolin-4-yl)amino)benzenesulfonamide COC1=CC=C(C=C1)[C@@H](C)NS(=O)(=O)C1=CC=C(C=C1)NC1=CC=NC2=CC(=CC=C12)OC